The molecule is a member of the class of chromenes that is 2H-1-benzopyran-7-ol acetate substituted by methyl groups at positions 2, 2 and 4 and a 4-fluorophenyl group at position 3 respectively. It is a member of monofluorobenzenes, an acetate ester and a member of chromenes. CC1=C(C(OC2=C1C=CC(=C2)OC(=O)C)(C)C)C3=CC=C(C=C3)F